C(C#CC)(=O)NC=1C=NC=2CCN(CC2C1)C(=O)OC(C)(C)C tert-Butyl 3-(but-2-ynamido)-7,8-dihydro-1,6-naphthyridine-6(5H)-carboxylate